5-(((2S,4R)-4-((6-methoxypyrimidin-4-yl)oxy)-2-methylpyrrolidin-1-yl)methyl-d2)thiazol-2-amine COC1=CC(=NC=N1)O[C@@H]1C[C@@H](N(C1)C(C1=CN=C(S1)N)([2H])[2H])C